C(C)N(\C(\C)=N\P(OCC)(=O)F)CC ethyl N-[(1E)-1-(diethylamino)-ethylidene]-phosphoramidofluoridate